methyl 3-(6-(benzyloxy)-1,4-oxazepan-4-yl)-6-chloropicolinate C(C1=CC=CC=C1)OC1CN(CCOC1)C=1C(=NC(=CC1)Cl)C(=O)OC